BrC1=CC2=C(N(C[C@H](N(S2(=O)=O)C)CCCCCCCC)C2=CC=CC=C2)C=C1Cl (R)-8-bromo-7-chloro-2-methyl-3-octyl-5-phenyl-2,3,4,5-tetrahydrobenzo[f][1,2,5]thiadiazepine 1,1-dioxide